C(CCCCCCCCCCCCCCCCC)OC(CCSCCC(=O)OCCCCCCCCCCCCCCCCCC)=O 3,3'-thiodipropionic acid dioctadecyl ester